tert-butyl N-[4-({[6-(4-hydroxypiperidin-1-yl)pyrido[2,3-b]pyrazin-3-yl]amino}methyl)-1H-indol-6-yl]carbamate OC1CCN(CC1)C=1C=CC=2C(=NC(=CN2)NCC2=C3C=CNC3=CC(=C2)NC(OC(C)(C)C)=O)N1